1-{2-ethyl-6-methylthieno[2,3-d]pyrimidin-4-yl}piperidine C(C)C=1N=C(C2=C(N1)SC(=C2)C)N2CCCCC2